methyl 5-(4-methyl-2-oxo-1,2-dihydropyridin-3-yl)-1H-pyrrole-2-carboxylate CC1=C(C(NC=C1)=O)C1=CC=C(N1)C(=O)OC